6-(3-amino-6-(5-((dimethylamino)methyl)-6-morpholinopyridin-3-yl)-5-fluoropyrazin-2-yl)-4-methylisoquinolin-1(2H)-one NC=1C(=NC(=C(N1)F)C=1C=NC(=C(C1)CN(C)C)N1CCOCC1)C=1C=C2C(=CNC(C2=CC1)=O)C